(1R,2R,4S,6S)-6-(tert-butyl)-2-(hydroxymethyl)-2-(methoxymethyl)quinuclidin-3-one C(C)(C)(C)[C@@H]1C[C@H]2C([C@](N1CC2)(COC)CO)=O